BrC1=CC=2C3=C(C=NC2C=C1F)N(C(C31CN(C1)C1CCC1)=O)C 8'-Bromo-1-cyclobutyl-7'-fluoro-3'-methylspiro[azetidine-3,1'-pyrrolo[2,3-c]quinolin]-2'(3'H)-one